tetrahydro-5H-benzo[3,4]chromeno[7,6-f][1,2,5]thiadiazepine-2-carboxylic acid 12,12-dioxide C1C(CCC=2COC3=CC=4N=CC=NS(C4C=C3C21)(=O)=O)C(=O)O